BrC1=CC=CC(=N1)C1=CC=C(C=C1)C(C)=O 1-(4-(6-bromopyridin-2-yl)phenyl)ethan-1-one